OC1=C(C(=O)O)C=CC(=C1)C1N(CCN(C1)C)CC1=C2C=CNC2=C(C=C1OC)C 2-Hydroxy-4-(1-((5-methoxy-7-methyl-1H-indol-4-yl)methyl)-4-methylpiperazin-2-yl)benzoic acid